CN(C(=O)OC1=CC=CC=2CC(OC21)(C)C)S(N(COCCCC)C)=O 2,3-dihydro-2,2-dimethyl-7-benzofuranyl 2,4-dimethyl-S-oxo-6-oxa-3-thia-2,4-diazadecanoate